CC=1N=CC2=C(N1)NC(C(=C2)C=2CCNCC2)=O 2-methyl-6-(1,2,3,6-tetrahydropyridin-4-yl)-8H-pyrido[2,3-d]Pyrimidin-7-one